O=C1NC(CCC1NC1=CC=C(C=C1)C1CCC(CC1)CC(=O)O)=O 2-[4-[4-[(2,6-dioxo-3-piperidyl)amino]phenyl]cyclohexyl]acetic acid